C[C@@]1(CN(CCC1)C=1C2=C(N=CN1)C=CN=C2)O 4-((3R)-3-methyl-3-hydroxypiperidinyl)pyrido[4,3-d]pyrimidine